4-(4-chlorobenzyl)-7-(3-fluorobenzyl)-6,7,8,9-tetrahydropyrido[3,4-e][1,2,4]triazolo[1,5-a]pyrimidin-5(4H)-one ClC1=CC=C(CN2C=3N(C4=C(C2=O)CN(CC4)CC4=CC(=CC=C4)F)N=CN3)C=C1